N1CC(C1)C1=C(C(=O)N)C(=CC=N1)NC1=C(C=C(C=C1)I)F (azetidin-3-yl)-4-((2-fluoro-4-iodophenyl)amino)nicotinamide